C(C=C)(=O)OC(=O)OC(C=C)=O carbonyl diacrylate